C(C)(=O)OCC\C=C/CC (3Z)-3-Hexenyl acetate